N-((1R,3r,5S,6r)-3-(5-chloro-1H-indazol-7-yl)-3-hydroxybicyclo[3.1.0]hexan-6-yl)benzenesulfonamide ClC=1C=C2C=NNC2=C(C1)C1(C[C@H]2C([C@H]2C1)NS(=O)(=O)C1=CC=CC=C1)O